CC(CCOC(C[C@@H](C#CC)C1=CC=C(C=C1)OCCC(C)C)=O)C |r| (3R/S)-3-[4-(3-methylbutoxy)phenyl]-hex-4-ynoic acid 3-methylbutyl ester